tert-butyl (1S,4S)-5-(2-(((R)-1-((dimethylamino)methyl)-2,2-difluorocyclopropyl)methoxy)-6,8-difluoroquinazolin-4-yl)-1-methyl-2,5-diazabicyclo[2.2.2]octane-2-carboxylate CN(C)C[C@@]1(C(C1)(F)F)COC1=NC2=C(C=C(C=C2C(=N1)N1[C@@H]2CN([C@](C1)(CC2)C)C(=O)OC(C)(C)C)F)F